Methyl-6-((1-(t-butoxycarbonyl)azetidin-3-yl)oxy)-5-fluoronicotinic acid CC1=C(C(=O)O)C=C(C(=N1)OC1CN(C1)C(=O)OC(C)(C)C)F